5-cyclopropyl-N-(2-methoxy-3-(1-methyl-1H-1,2,4-triazol-3-yl)phenyl)pyrazolo[1,5-a]pyrimidine-3-carboxamide C1(CC1)C1=NC=2N(C=C1)N=CC2C(=O)NC2=C(C(=CC=C2)C2=NN(C=N2)C)OC